6-borono-2-(2-(5-chloro-3,4-dihydroisoquinolin-2(1H)-yl)ethyl)-2-(methylamino)hexanoic acid B(O)(O)CCCCC(C(=O)O)(NC)CCN1CC2=CC=CC(=C2CC1)Cl